C(C1=CC=CC=C1)(=O)[O-].[K+].C(C)(=O)[O-].[K+] Kalium acetat Kalium benzoat